2-(3,5-Dichloro-4-((1,1,4,4-tetramethyl-2,3,4,9-tetrahydro-1H-pyrido[3,4-b]indol-6-yl)oxy)phenyl)-3,5-dioxo-2,3,4,5-tetrahydro-1,2,4-triazine-6-carbonitrile ClC=1C=C(C=C(C1OC=1C=C2C3=C(NC2=CC1)C(NCC3(C)C)(C)C)Cl)N3N=C(C(NC3=O)=O)C#N